C(C)(C)(C)OC(=O)NC[C@H](C(C(=O)OCC)(C1COC1)C#N)C ethyl (3S)-4-((tert-butoxycarbonyl)amino)-2-cyano-3-methyl-2-(oxetan-3-yl)butanoate